(2R)-2-(5-fluoro-2-methoxypyridin-4-yl)-1-[6-(5-methoxy-1-methyl-1H-1,2,4-triazol-3-yl)-7-methyl-3,4-dihydro-1H-spiro[1,8-naphthyridine-2,3'-pyrrolidin]-1'-yl]propan-1-one FC=1C(=CC(=NC1)OC)[C@H](C(=O)N1CC2(CC1)NC1=NC(=C(C=C1CC2)C2=NN(C(=N2)OC)C)C)C